5-methylpiperazin-2-yl-acetic acid CC1NCC(NC1)CC(=O)O